Diethyl (5-(8-(2-bromophenethyl)-7-methyl-2,6-dioxo-1-(prop-2-yn-1-yl)-1,2,6,7-tetra-hydro-3H-purin-3-yl)pentyl)phosphonate BrC1=C(CCC2=NC=3N(C(N(C(C3N2C)=O)CC#C)=O)CCCCCP(OCC)(OCC)=O)C=CC=C1